N-(tert-butoxycarbonyl)-p-toluenesulfonamide CC1=CC=C(C=C1)S(=O)(=O)NC(=O)OC(C)(C)C